4-(4-benzhydrylpiperazin-1-yl)-1-(3-(2-methoxyethoxy)propyl)-3-nitro-1,5-naphthyridin-2(1H)-one C(C1=CC=CC=C1)(C1=CC=CC=C1)N1CCN(CC1)C1=C(C(N(C2=CC=CN=C12)CCCOCCOC)=O)[N+](=O)[O-]